1-[6-(1-methyl-1H-pyrazol-4-yl)-4-oxo-3,4-dihydro-2H-quinolin-1-yl]-isoquinoline-3-carboxylic acid CN1N=CC(=C1)C=1C=C2C(CCN(C2=CC1)C1=NC(=CC2=CC=CC=C12)C(=O)O)=O